ClCC1=NN=NN1 chloromethyltetrazole